COC(C(C)(C)SC=1N=C(C2=C(N1)C=CS2)NC2=CC=C(C1=CC=CC=C21)C2CC2)=O 2-((4-((4-Cyclopropylnaphthalen-1-yl)amino)thieno[3,2-d]Pyrimidin-2-yl)thio)-2-methylpropanoic acid methyl ester